C(C)(C)(C)OC(=O)N[C@H](C(=O)O)CSC1=C(C(=C(C=C1)C(=O)OC)F)[N+](=O)[O-] (2R)-2-(tert-butoxycarbonylamino)-3-(3-fluoro-4-methoxycarbonyl-2-nitro-phenyl)sulfanyl-propanoic acid